C(=C)NC(=O)OCC vinylurethane